tert-butyl (1S,2S)-2-((benzyloxy)methyl)-1-methylcyclopropane-1-carboxylate C(C1=CC=CC=C1)OC[C@@H]1[C@](C1)(C(=O)OC(C)(C)C)C